6-((2R,3S)-2-amino-3-fluorobutyl)-2,7-dichloro-N-(thiazol-2-ylmethyl)pyrrolo[1,2-b]pyridazin-4-amine N[C@H](CC=1C=C2N(N=C(C=C2NCC=2SC=CN2)Cl)C1Cl)[C@H](C)F